2-(2-fluoro-1-benzothiophen-6-yl)-3-(3-methyl-1H-pyrrolo[2,3-b]pyridin-4-yl)-4,5,6,7-tetrahydropyrazolo[1,5-a]pyrazine FC=1SC2=C(C1)C=CC(=C2)C2=NN1C(CNCC1)=C2C2=C1C(=NC=C2)NC=C1C